C(CC)(C1=CC(=C(C=C1)O)OC)C1=CC(=C(C=C1)O)OC 4,4'-propylidenebis(2-methoxyphenol)